FC=1C(=C2C=CN(C2=CC1)C1CCN(CC1)C(=O)OC(C)(C)C)I tert-Butyl 4-(5-fluoro-4-iodo-1H-indol-1-yl)piperidine-1-carboxylate